4-acetyl-N-(naphthalen-2-ylmethyl)-1H-pyrrole-2-carboxamide C(C)(=O)C=1C=C(NC1)C(=O)NCC1=CC2=CC=CC=C2C=C1